ClC=1C=C(C=CC1F)[C@]1(CC[C@H]2N(CCN(C2)C(=O)C2=C(C(=CC=C2)N2C[C@@H](CCC2)O)Cl)C1)O [(7S,9aR)-7-(3-chloro-4-fluorophenyl)-7-hydroxy-3,4,6,8,9,9a-hexahydro-1H-pyrido[1,2-a]pyrazin-2-yl]-[2-chloro-3-[(3R)-3-hydroxypiperidin-1-yl]phenyl]methanone